6-(benzyloxy)-4-(methoxymethyl)-9H-pyrido[3,4-b]indole-3-carboxylic acid C(C1=CC=CC=C1)OC=1C=C2C3=C(NC2=CC1)C=NC(=C3COC)C(=O)O